FC=1C=C(C=C(C1)F)C1CCN2N1C(C1(C2)CCN(CC1)C1=CC=NC=2N1N=CC2F)=O 7'-(3,5-difluorophenyl)-1-(3-fluoropyrazolo[1,5-a]pyrimidin-7-yl)dihydro-1'H,3'H,5'H-spiro[piperidine-4,2'-pyrazolo[1,2-a]pyrazol]-1'-one